C(C)OC(CCOCC)OCC 3-ethoxypropanal diethyl acetal